[Si](C)(C)(C(C)(C)C)OC(CN(C(OC(C)(C)C)=O)C)C1=C(C=CC=2OCOC21)C=C tert-butyl (2-((tert-butyldimethylsilyl)oxy)-2-(5-vinylbenzo[d][1,3]dioxol-4-yl)ethyl)(methyl)carbamate